1-(benzyloxy)-N-methyl-N-(2,2,2-trifluoroethyl)-3-(tritylthio)propan-2-amine C(C1=CC=CC=C1)OCC(CSC(C1=CC=CC=C1)(C1=CC=CC=C1)C1=CC=CC=C1)N(CC(F)(F)F)C